C1=CC=C(C=C1)C(=O)NC2=C(NN=C2)C(=O)NC3=CC=C(C=C3)F (4E)-N-(4-fluorophenyl)-4-[(phenylcarbonyl)imino]-4H-pyrazole-3-carboxamide